BrC1=CC(=C(C(=O)O)C=C1)F 4-Bromo-2-fluorobenzoic acid